[Mn](=O)(=O)([O-])[O-].[Y+3].[Li+].[Mn](=O)(=O)([O-])[O-] lithium-yttrium manganate